(S)-(1-(3-methylsulfonylphenyl)ethyl)diphenylsilane CS(=O)(=O)C=1C=C(C=CC1)[C@H](C)[SiH](C1=CC=CC=C1)C1=CC=CC=C1